N-[5-(5-fluoro-1H-benzimidazol-2-yl)-1H-pyrazol-3-yl]-6-(3-methoxy-azetidin-1-yl)pyridine-3-carboxamide FC1=CC2=C(NC(=N2)C2=CC(=NN2)NC(=O)C=2C=NC(=CC2)N2CC(C2)OC)C=C1